6-(((S)-tetrahydrofurane-3-yl)oxy)quinazolin-7-carbonitrile O1C[C@H](CC1)OC=1C=C2C=NC=NC2=CC1C#N